tris(γ-acryloxypropyl)ethoxysilane C(C=C)(=O)OCCC[Si](OCC)(CCCOC(C=C)=O)CCCOC(C=C)=O